BrC1=NC=C(C(=C1F)N1C(C(=C(C=C1C)O)Cl)=O)C 2'-bromo-3-chloro-3'-fluoro-4-hydroxy-5',6-dimethyl-2H-[1,4'-bipyridin]-2-one